(1r,4r)-4-[3-(tert-butoxy)-3-oxopropyl]cyclohexane-1-carboxylic acid C(C)(C)(C)OC(CCC1CCC(CC1)C(=O)O)=O